((((S)-1-methylpyrrolidin-2-yl)methoxy)quinazolin-4-ylpiperazin-2-yl)acetonitrile CN1[C@@H](CCC1)COC1(N(CCNC1)C1=NC=NC2=CC=CC=C12)CC#N